C(C1=CC=CC=C1)OC1=C(N(C=C(C1=O)C(NCC1=C(C=C(C=C1F)F)F)=O)NC(=O)OC(C)(C)C)C(=O)O 3-(benzyloxy)-1-((tert-butoxycarbonyl)amino)-4-oxo-5-((2,4,6-trifluorobenzyl)carbamoyl)-1,4-dihydropyridine-2-carboxylic acid